FC=1C=C(C=CC1OC)C1=CN=C2N1C=CN=C2NC2=CC(=C(C(=O)N(CCCN1CCNCC1)C)C=C2)C 4-[[3-(3-fluoro-4-methoxyphenyl)imidazo[1,2-a]pyrazin-8-yl]amino]-N,2-dimethyl-N-(3-piperazin-1-ylpropyl)benzamide